ClC=1C=C2CC(NC2=CC1)=O 5-chloro-1,3-dihydroindol-2-one